C1(CC1)[C@@H](C(=O)O)N(C)C(=O)OCC1C2=CC=CC=C2C=2C=CC=CC12 (2S)-2-cyclopropyl-2-[9H-fluoren-9-ylmethoxycarbonyl-(methyl)amino]acetic acid